(5'S,7a'R)-1-(2,5-difluorobenzoyl)-5'-(2-fluorophenyl)tetrahydro-3'H-spiro[piperidine-4,2'-pyrrolo[2,1-b]oxazol]-3'-one FC1=C(C(=O)N2CCC3(C(N4[C@H](O3)CC[C@H]4C4=C(C=CC=C4)F)=O)CC2)C=C(C=C1)F